N-(1-(2-ethoxyethyl)-3-(pyridin-2-yl)-1H-pyrazol-4-yl)-5-(1-methyl-1H-pyrazol-4-yl)furan-2-carboxamide C(C)OCCN1N=C(C(=C1)NC(=O)C=1OC(=CC1)C=1C=NN(C1)C)C1=NC=CC=C1